(S)-3-chloro-4-(4-(1-((5-(4-fluorophenoxy)pyridin-2-yl)amino)-1-oxopropan-2-yl)-2,2-dimethylpiperazine-1-carbonyl)pyridine 1-oxide ClC=1C=[N+](C=CC1C(=O)N1C(CN(CC1)[C@H](C(=O)NC1=NC=C(C=C1)OC1=CC=C(C=C1)F)C)(C)C)[O-]